FC1=CC=C2C(=NC(=NC2=C1)N1[C@@H](CCC1)C(=O)N)NC=1N=CN(C1)C1=CC(=C(C(=C1)OC)OC)OC (S)-1-(7-fluoro-4-((1-(3,4,5-trimethoxyphenyl)-1H-imidazol-4-yl)amino)quinazolin-2-yl)pyrrolidine-2-carboxamide